N12C[C@H](C(CC1)CC2)OC(N[C@@H]2C(CC1=CC(=C(C=C21)F)C2=CC(=C(C=C2)OC(C)C)F)(C)C)=O (S)-quinuclidin-3-yl((R)-6-fluoro-5-(3-fluoro-4-isopropoxyphenyl)-2,2-dimethyl-2,3-dihydro-1H-inden-1-yl)carbamate